(rac)-cis-4-Isobutyl-9-(phenylethynyl)-3,4,4a,5,6,10b-hexahydro-2H-[1,4]oxazino[2,3-f]quinoline C(C(C)C)N1CCO[C@@H]2C=3C=C(C=NC3CC[C@@H]21)C#CC2=CC=CC=C2 |r|